benzyl-2,2-bis(hydroxymethyl)propionate C(C1=CC=CC=C1)OC(C(C)(CO)CO)=O